nitrosilane [N+](=O)([O-])[SiH3]